3-bromo-N-(tert-butyldimethylsilyl)benzenesulfonimidamide BrC=1C=C(C=CC1)S(=O)(N[Si](C)(C)C(C)(C)C)=N